C(#N)[C@H](C[C@@H]1C(NCCC1)=O)NC(=O)[C@@H]1N([C@H]2CC([C@@H]1CC2)(F)F)C([C@@H](CC2CCC2)NC(C(F)(F)F)=O)=O (1R,3R,4R)-N-[(1S)-1-cyano-2-[(3R)-2-oxo-3-piperidyl]ethyl]-2-[(2R)-3-cyclobutyl-2-[(2,2,2-trifluoroacetyl)amino]propanoyl]-5,5-difluoro-2-azabicyclo[2.2.2]octane-3-carboxamide